2-((4-((R)-4-(3-chlorophenyl)-3-methylpiperazine-1-carbonyl)-2-nitrophenyl)sulfinyl)acetic acid ClC=1C=C(C=CC1)N1[C@@H](CN(CC1)C(=O)C1=CC(=C(C=C1)S(=O)CC(=O)O)[N+](=O)[O-])C